propanedisulfonic anhydride C1CCS(=O)(=O)OS1(=O)=O